8-bromo-3,4-dihydrobenzo[f][1,4]oxazepin-5(2H)-one BrC1=CC2=C(C(NCCO2)=O)C=C1